N-[5-(6-Acetamido-3-pyridyl)-3-methoxy-pyrazin-2-yl]-5-methyl-3-phenyl-isoxazole-4-carboxamide C(C)(=O)NC1=CC=C(C=N1)C=1N=C(C(=NC1)NC(=O)C=1C(=NOC1C)C1=CC=CC=C1)OC